4-(2-(methylamino)-8,9-dihydroimidazo[1',2':1,6]pyrido[2,3-d]pyrimidin-6-yl)-N-(4-(trifluoromethyl)pyridin-2-yl)benzamide CNC=1N=CC2=C(N1)N1C(C(=C2)C2=CC=C(C(=O)NC3=NC=CC(=C3)C(F)(F)F)C=C2)=NCC1